C(C)(C)(C)OC(N[C@@H](C[C@H](C)O)C)=O N-[(1R,3S)-3-hydroxy-1-methyl-butyl]carbamic acid tert-butyl ester